[Pt](Cl)Cl.N1=C(C=CC=C1)C1=NC=CC=C1 (2,2-bipyridine) platinum dichloride